C(C)(C)(C)OC(=O)N1[C@@H](C[C@H](C1)F)COC1=CC=C(C=C1)C1=C(NC(C(=C1)C(N)=O)=O)C(F)(F)F (2s,4r)-2-((4-(5-carbamoyl-6-oxo-2-(trifluoromethyl)-1,6-dihydropyridin-3-yl)phenoxy)methyl)-4-fluoropyrrolidine-1-carboxylic acid tert-butyl ester